1-(6-(4-(6-hydroxy-1-naphthalenyl)-7-((2S)-1-methoxy-2-propanyl)-3-methyl-5,6,7,8-tetrahydro-1,7-naphthyridin-2-yl)-2,6-diazaspiro[3.4]octan-2-yl)-2-propen-1-one OC=1C=C2C=CC=C(C2=CC1)C1=C(C(=NC=2CN(CCC12)[C@H](COC)C)N1CC2(CN(C2)C(C=C)=O)CC1)C